(3aR,4R,6R,6aR)-4-(4-aminopyrrolo[2,1-f][1,2,4]triazin-7-yl)-6-(hydroxymethyl)-2,2-dimethyltetrahydrofuro[3,4-d][1,3]dioxolane-4-carbonitrile NC1=NC=NN2C1=CC=C2[C@@]2(O[C@@H]([C@H]1OC(O[C@H]12)(C)C)CO)C#N